ClC1=NC=CC(=C1)C1=C(N=C(N1)N)C1=CC2=C(OCCN2)C=C1 5-(2-Chloropyridin-4-yl)-4-(3,4-dihydro-2H-benzo[b][1,4]oxazin-6-yl)-1H-imidazol-2-amine